1-(piperidin-4-yl)ethanol hydrochloride Cl.N1CCC(CC1)C(C)O